chloroimidazo[1,5-a]pyridine-8-carboxylic acid methyl ester COC(=O)C=1C=2N(C=CC1)C=NC2Cl